C(C1CO1)OC(=O)O glycidoxyCarboxylic acid